CC1=C(C(C=C1)(N)[Hf](C1(C(=C(C=C1)C)C)N)C1(C(=C(C=C1)C)C)N)C tris(dimethyl-aminocyclopentadienyl)hafnium